ClC1=CC2=C(C=N1)NC(N2C2CCOCC2)=O 6-chloro-1-(tetrahydro-2H-pyran-4-yl)-1,3-dihydro-2H-imidazo[4,5-c]pyridin-2-one